C1(=CC=CC=C1)C#CCC(=O)C1=CC=CC=C1 2-(phenylethynyl)acetophenone